Cl.C1(CC1)C1=C(C=CC=C1)C1NCCC1 2-(2-cyclopropylphenyl)pyrrolidine hydrochloride